(2R)-2-[(3S)-4-(2-Chloro-5-cyano-3-{[8-cyano-4-(cyclopropylamino)pyrazolo[1,5-a][1,3,5]triazin-2-yl]amino}phenyl)-3-ethylpiperazin-1-yl]propanamide ClC1=C(C=C(C=C1NC1=NC=2N(C(=N1)NC1CC1)N=CC2C#N)C#N)N2[C@H](CN(CC2)[C@@H](C(=O)N)C)CC